2-(8-((cyclobutylmethyl)thio)imidazo[1,5-a]pyridin-3-yl)propan-2-amine hydrochloride Cl.C1(CCC1)CSC=1C=2N(C=CC1)C(=NC2)C(C)(C)N